3-(hydroxymethyl)-3-nitro-cyclobutanecarboxylate OCC1(CC(C1)C(=O)[O-])[N+](=O)[O-]